2H-thiazine S1NC=CC=C1